FC(C=1C=CC(=NC1)O[C@@H]1[C@@H](CNCC1)C)F |r| (+/-)-5-(Difluoromethyl)-2-((cis-3-methylpiperidin-4-yl)oxy)pyridine